P(=O)(OCCOCCOCCCCCCCCCCCCCCCCCC)([O-])[O-] diethylene glycol monostearyl ether monophosphate